PHENYLACETATE C1(=CC=CC=C1)CC(=O)[O-]